aluminium dihydrogen diphosphite OP(O)OP([O-])[O-].[Al+3].OP(O)OP([O-])[O-].OP(O)OP([O-])[O-].[Al+3]